CN(N(CC#C)C(C1=C(C=C(C=C1)/C(=C/C(C(F)(F)F)C1=CC(=C(C(=C1)Cl)Cl)Cl)/F)C(F)(F)F)=O)C1=NC=CC=N1 (Z)-N'-methyl-N-(prop-2-yn-1-yl)-N'-(pyrimidin-2-yl)-4-(1,4,4,4-tetrafluoro-3-(3,4,5-trichlorophenyl)but-1-en-1-yl)-2-(trifluoromethyl)benzoyl-hydrazine